COC(CS(=O)(=O)C)=O 2-methylsulfonylacetic acid methyl ester